Cl.O.O.O.O.NC1=C(C=C(C(=C1)N)N)N 1,2,4,5-tetraaminobenzene tetrahydrate hydrochloride